C(C)(C)(C)OC(=O)N[C@H](C(=O)O)CCC(=O)O (2S)-2-[(tert-butoxycarbonyl)amino]pentanedioic acid